C(C)(C)(C)OC(=O)N1CCN(CC1)C1=C(C=C(C=C1)NC(C1=CC(=C(C=C1)Br)Cl)=O)C.C(C)(C)NN(C(C(=C)CC)=O)NC(C)C N,N-diisopropylaminoethyl-acrylamide tert-butyl-4-(4-(4-bromo-3-chlorobenzamido)-2-methylphenyl)piperazine-1-carboxylate